ClC1=NC=2C(CCCC2C(=C1C#N)C)NC=1C=C2C(=NN(C2=CC1)C(=O)OC(C)(C)C)I tert-Butyl 5-((2-chloro-3-cyano-4-methyl-5,6,7,8-tetrahydroquinolin-8-yl)amino)-3-iodo-1H-indazole-1-carboxylate